C(CCCC)N(C=O)CCCCC N,N-dipentylformamide